SNCCN sulfhydryl-ethylenediamine